butanediol dimethacrylate CC(=C)C(=O)OCCCCOC(=O)C(=C)C